ClC1=C(C(=NN1C)CCC)C=O 5-CHLORO-1-METHYL-3-PROPYL-1H-PYRAZOLE-4-CARBALDEHYDE